(1R)-3-methyl-1-[(1S,2S,6R,8S)-2,9,9-trimethyl-3,5-dioxa-4-boratricyclo[6.1.1.02,6]decan-4-yl]butan-1-amine hydrochloride Cl.CC(C[C@H](N)B1O[C@]2([C@@H]3C([C@H](C[C@H]2O1)C3)(C)C)C)C